N1=C(C=CC=C1)OC=1C=C(C=CC1)NC(OC1=CC=CC=C1)=O phenyl (3-(pyridin-2-yloxy)phenyl)carbamate